N[C@@H]1CCCC2=CC=CC=C12 (R)-1-aminotetralin